(trans)-3-[[2-[(7-cyclopropyl-1-hydroxy-3H-2,1-benzoxaborol-5-yl)amino]-5-methyl-pyrimidin-4-yl]amino]tetrahydropyran-4-carbonitrile C1(CC1)C1=CC(=CC=2COB(C21)O)NC2=NC=C(C(=N2)N[C@@H]2COCC[C@H]2C#N)C